BrC1=CC(=C(S1)C=O)Cl 5-Bromo-3-chlorothiophen-2-carbaldehyd